(E)-N2-[(2E)-3-(4-methylphenyl)prop-2-en-1-ylidene]-L-arginine CC1=CC=C(C=C1)/C=C/C=N[C@@H](CCCN\C(\N)=N\[H])C(=O)O